FC(S(=O)(=O)OC=1CC2(CN(C2)C(=O)OC(C)(C)C)C1)(F)F tert-butyl 6-(trifluoromethylsulfonyloxy)-2-azaspiro[3.3]hept-6-ene-2-carboxylate